(S)-2-(tert-Butyl-diphenyl-silanyloxy)-propionic acid (S)-2-[2-(5-bromo-quinoxalin-6-ylamino)-4,5-dihydro-imidazol-1-yl]-1-methyl-2-oxo-ethyl ester BrC1=C2N=CC=NC2=CC=C1NC=1N(CCN1)C([C@H](C)OC([C@H](C)O[Si](C1=CC=CC=C1)(C1=CC=CC=C1)C(C)(C)C)=O)=O